N-methyl-N,N-dioctadecylammonium C[NH+](CCCCCCCCCCCCCCCCCC)CCCCCCCCCCCCCCCCCC